N1=C(C=CC(=C1)CNC1=C2N=CN(C2=NC(=N1)C=1C=NC=CC1)C(C)C)C=1C=NC=CC1 N-([2,3'-bipyridin]-5-ylmethyl)-9-isopropyl-2-(pyridin-3-yl)-9H-purin-6-amine